FC(C1=NN=C(O1)C=1C=CC(=NC1)CN(C(=O)C1(CCN(CC1)C1CN(C1)C)F)C1=CC(=CC=C1)F)F N-((5-(5-(difluoromethyl)-1,3,4-oxadiazol-2-yl)pyridin-2-yl)methyl)-4-fluoro-N-(3-fluorophenyl)-1-(1-methylazetidin-3-yl)piperidine-4-carboxamide